(3RS,5R)-5-[[5-(4-Chloro-2-hydroxy-6-methyl-phenyl)oxazolo[4,5-b]pyridin-2-yl]amino]-1-ethyl-piperidin-3-ol ClC1=CC(=C(C(=C1)C)C1=CC=C2C(=N1)N=C(O2)N[C@@H]2C[C@H](CN(C2)CC)O)O |&1:20|